(3R,5S)-5-(1,1-dimethyl-ethyl)-3-phenylmorpholin-2-one CC(C)(C)[C@H]1COC([C@H](N1)C1=CC=CC=C1)=O